N-((cis)-3-(((5-Fluoro-4-oxo-7-((tetrahydro-2H-pyran-4-yl)methoxy)-3,4-dihydroquinazolin-2-yl)methyl)thio)cyclobutyl)acetamide FC1=C2C(NC(=NC2=CC(=C1)OCC1CCOCC1)CS[C@H]1C[C@H](C1)NC(C)=O)=O